N,N'-Bis(naphthalen-1-yl)-N,N'-bis(phenyl)-benzidine C1=CC=C(C=C1)N(C2=CC=C(C=C2)C3=CC=C(C=C3)N(C4=CC=CC=C4)C5=CC=CC6=CC=CC=C65)C7=CC=CC8=CC=CC=C87